5-{2-amino-[1,2,4]triazolo[1,5-a]pyridin-7-yl}-N-{[2-(cyclopentylmethoxy)-5-fluorophenyl]methyl}-2,6-dimethylpyridine-3-carboxamide NC1=NN2C(C=C(C=C2)C=2C=C(C(=NC2C)C)C(=O)NCC2=C(C=CC(=C2)F)OCC2CCCC2)=N1